CC1=NOC(=C1C1=CC2=C(N(C(=N2)C=2C=CC=C(C2C2=CC=C(C=C2)F)C#N)[C@@H]2CC[C@H](CC2)OC)C=C1)C 6-(5-(3,5-dimethylisoxazol-4-yl)-1-((trans)-4-methoxycyclohexyl)-1H-benzo[d]imidazol-2-yl)-4'-fluorobiphenyl-2-nitrile